3-hydroxy-5-cholestenoic Acid C[C@H](CCCC(C)C(=O)O)[C@H]1CC[C@@H]2[C@@]1(CC[C@H]3[C@H]2CC=C4[C@@]3(CC[C@@H](C4)O)C)C